C(C1=CC=CC=C1)(=O)O[C@H]1[C@H](NC[C@@H]([C@H]1OC(C1=CC=CC=C1)=O)NC(C)=O)COC(C1=CC=CC=C1)=O (2R,3S,4R,5S)-5-acetamido-2-((benzoyloxy)methyl)piperidine-3,4-diyl dibenzoate